NC([C@@](CO)(C)NC(=O)C1=C(OC2=C1C=C(C=C2)S(=O)(=O)C2=CC=CC=C2)C)=O (S)-N-(1-amino-3-hydroxy-2-methyl-1-oxopropan-2-yl)-2-methyl-5-(phenylsulfonyl)benzofuran-3-carboxamide